CN(C1C[C@H]2CCC[C@@H](C1)N2C(=O)OC)C2=NC(=CC(=N2)NC2=NNC(=C2)C)C2CCOCC2 methyl (1R,3s,5S)-3-(methyl(4-((5-methyl-1H-pyrazol-3-yl)amino)-6-(tetrahydro-2H-pyran-4-yl)pyrimidin-2-yl)amino)-9-azabicyclo[3.3.1]nonane-9-carboxylate